7-[[1-(2-hydroxyethyl)pyrazol-4-yl]amino]-4H-pyrimido[4,5-d]pyrimidin-2-one OCCN1N=CC(=C1)NC1=NC=C2C(=N1)NC(NC2)=O